FC(C1(CC1)CCOC1=NN(C=C1)N1S(C2=CC=CC(OCCCC3CCN(C4=NC=CC=C4C1=O)C3)=N2)(=O)=O)(F)F 3-{2-[1-(trifluoromethyl)cyclopropyl]ethoxyl-1H-pyrazol-1-yl}-18-oxa-2λ6-thia-3,9,11,23-tetraazatetracyclo[17.3.1.111,14.05,10]tetracosa-1(22),5,7,9,19(23),20-hexaene-2,2,4-trione